ethyl (E)-3-(5-chloropyridin-3-yl)acrylate ClC=1C=C(C=NC1)/C=C/C(=O)OCC